4-(dimethylamino)pyridine tribromide [Br-].[Br-].[Br-].CN(C1=CC=NC=C1)C